C(C)(C)(C)NS(=O)(=O)C=1OC(=CC1)C(=O)N1CC2(C3=CC(=CC=C13)NS(=O)(=O)C)CCCCC2 N-(tert-butyl)-5-(5'-(methylsulfonamido)spiro[cyclohexane-1,3'-indoline]-1'-carbonyl)furan-2-sulfonamide